(2E)-3-methoxy-2-(2-{[4-(trifluoromethyl)-2-pyridinyl]oxy}phenyl)acrylic acid methyl ester COC(\C(=C\OC)\C1=C(C=CC=C1)OC1=NC=CC(=C1)C(F)(F)F)=O